(R)-7-(5-(1-(2,2-difluoro-1-(4-fluorophenyl)propyl)-1H-pyrazol-4-yl)-2,4-difluorophenyl)-[1,2,4]triazolo[1,5-a]pyridin-2-amine FC([C@@H](C1=CC=C(C=C1)F)N1N=CC(=C1)C=1C(=CC(=C(C1)C1=CC=2N(C=C1)N=C(N2)N)F)F)(C)F